C(C)C([C@H](N)C(=O)O)CC L-BETA,BETA-DIETHYLALANINE